4-{4-[(2,4-dioxothiazolidin-5-yl)methyl]phenoxy}-N-[3-fluoro-4-(trifluoromethoxy)phenyl]piperidine-1-carboxamide O=C1SC(C(N1)=O)CC1=CC=C(OC2CCN(CC2)C(=O)NC2=CC(=C(C=C2)OC(F)(F)F)F)C=C1